ClC1=C(C2=C(SC(=C2)NC(OC(C)(C)C)=O)C=C1)B1OC(C(O1)(C)C)(C)C tert-butyl (5-chloro-4-(4,4,5,5-tetramethyl-1,3,2-dioxaborolan-2-yl)benzo[b]thiophen-2-yl)carbamate